ethylene glycol bis(2-mercaptoethyl) ether SCCOCCOCCS